FC1=C(C(=O)NC=2SC(=CN2)[N+](=O)[O-])C=CC=C1 2-Fluoro-N-(5-nitrothiazol-2-yl)benzamide